6-((tetrahydro-2H-pyran-4-yl)oxy)pyridine O1CCC(CC1)OC1=CC=CC=N1